[Cl-].[Cl-].C[SiH](C)[Zr+2](C1C(=CC2=CC=CC=C12)C)C1C(=CC2=CC=CC=C12)C dimethylsilylbis[2-methyl-indenyl]zirconium dichloride